The molecule is a 1,3-diglyceride in which both acyl groups are specified as linoleoyl. It is a 1,3-diglyceride and a dilinoleoylglycerol. It derives from a linoleic acid. CCCCC/C=C\\C/C=C\\CCCCCCCC(=O)OCC(O)COC(=O)CCCCCCC/C=C\\C/C=C\\CCCCC